2,6-difluoro-4-sulfamoylbenzoic acid FC1=C(C(=O)O)C(=CC(=C1)S(N)(=O)=O)F